5-(3-Methoxyphenyl)-2-[({2-methylpyrido[2,3-d]pyrimidin-4-yl}sulfanyl)methyl]-1,3-oxazol COC=1C=C(C=CC1)C1=CN=C(O1)CSC=1C2=C(N=C(N1)C)N=CC=C2